NC1=C(C(=O)NC23CCC(CC2)(CC3)O)C=C(C=N1)C1=CC3=CN(N=C3C=C1)C1CN(CC1)C1CCOCC1 2-amino-N-(4-hydroxybicyclo[2.2.2]oct-1-yl)-5-(2-(1-(tetrahydro-2H-pyran-4-yl)pyrrolidine-3-yl)-2H-indazol-5-yl)nicotinamide